BrCCC\C=C/CCCC (Z)-1-bromonon-4-ene